(Z)-3-(1-((1-(1-Acetylpiperidin-4-yl)-1H-pyrazol-4-yl)amino)ethylidene)-5-(4-methylpyridin-3-yl)-1H-pyrrolo[2,3-c]pyridin-2(3H)-one C(C)(=O)N1CCC(CC1)N1N=CC(=C1)N\C(\C)=C\1/C(NC2=CN=C(C=C21)C=2C=NC=CC2C)=O